1-[(1S,4S)-5-[4-[3-chloro-2-fluoro-4-[[(2S)-2-methyltetrahydrofuran-2-yl]methoxy]anilino]pyrido[3,2-d]pyrimidin-6-yl]-2,5-diazabicyclo[2.2.1]heptan-2-yl]prop-2-en-1-one ClC=1C(=C(NC=2C3=C(N=CN2)C=CC(=N3)N3[C@@H]2CN([C@H](C3)C2)C(C=C)=O)C=CC1OC[C@]1(OCCC1)C)F